Cyclopropyloxytriethyl-silane tert-butyl-N-[6-methyl-2-oxo-1-(5-prop-2-ynoxypentyl)-5-(2,3,5-trifluorophenyl)-3-piperidyl]carbamate C(C)(C)(C)OC(NC1C(N(C(C(C1)C1=C(C(=CC(=C1)F)F)F)C)CCCCCOCC#C)=O)=O.C1(CC1)O[Si](CC)(CC)CC